5-(4-isopropyl-3-(5-(1-propylpiperidin-4-yl)thiazol-2-yl)-1H-pyrazol-5-yl)-1,3,4-trimethylpyridin-2(1H)-one C(C)(C)C=1C(=NNC1C=1C(=C(C(N(C1)C)=O)C)C)C=1SC(=CN1)C1CCN(CC1)CCC